3-(chloromethyl)-6-[2-(ethoxymethoxy)-6-methyl-4-(trifluoromethyl)phenyl]pyridazine ClCC=1N=NC(=CC1)C1=C(C=C(C=C1C)C(F)(F)F)OCOCC